C(C(=C)C)(=O)CCC[Si](OC)(OC)C γ-methacryloylpropylmethyldimethoxysilane